7-fluoro-N-(1-(hydroxymethyl)cyclopropyl)-2-methyl-5-((4-methylthiazol-5-yl)methoxy)benzofuran-3-carboxamide FC1=CC(=CC=2C(=C(OC21)C)C(=O)NC2(CC2)CO)OCC2=C(N=CS2)C